8-(cyclobutylmethyl)-1,4-dioxa-8-spiro[4.5]decanecarbonitrile C1(CCC1)CC1(CCC2(OCCO2)CC1)C#N